(4-ethynyl-3,6-dihydropyridin-1(2H)-yl)(pyridin-2-yl)methanone C(#C)C=1CCN(CC1)C(=O)C1=NC=CC=C1